[C@H]12CC(C[C@H](CC1)N2)OC2=CC=C(N=N2)C2=C(C=C(C=C2)N2C=NC=C2)O 2-(6-(((1r,3s,5s)-8-azabicyclo[3.2.1]oct-3-yl)oxy)pyridazin-3-yl)-5-(1H-imidazol-1-yl)phenol